tetraethylene glycol di(methacrylate) C(C(=C)C)(=O)OCCOCCOCCOCCOC(C(=C)C)=O